methyl 6-(4-(3-(4-chloro-3-fluorophenyl)-1-isobutyl-1H-pyrrolo[2,3-b]pyridine-6-carbonyl)-3,3-dimethylpiperazin-1-yl)-2,4-dimethylnicotinate ClC1=C(C=C(C=C1)C1=CN(C2=NC(=CC=C21)C(=O)N2C(CN(CC2)C2=NC(=C(C(=O)OC)C(=C2)C)C)(C)C)CC(C)C)F